C1(CCCCC1)C(COC)(COC)CCC1CC(CC(C1)C)(C)C 2-cyclohexyl-2-((3,3,5-trimethyl)cyclohexylethyl)-1,3-dimethoxypropane